N1=CNC=2N=C3N(CC12)C1C(=COC(N3)C1)C=O 5,6,10,12-tetrahydro-3H-6,10-methano[1,3,5]oxadiazocino[5,4-a]purine-9-carbaldehyde